3-(3-(2-(3-((6-Fluoro-4-(methylsulfonyl)-1H-indol-5-yl)oxy)phenyl)thiazole-4-carbonyl)phenyl)propanoic acid FC1=C(C(=C2C=CNC2=C1)S(=O)(=O)C)OC=1C=C(C=CC1)C=1SC=C(N1)C(=O)C=1C=C(C=CC1)CCC(=O)O